[Cl-].C(CCC)OC1=CC=C(/C=C/C2=C(C[NH2+]CC3=CC=C(C=C3)F)C(=CC(=C2)OC)OC)C=C1 (E)-N-(2-(4-butoxystyryl)-4,6-dimethoxybenzyl)-1-(4-fluorophenyl)methylammonium chloride salt